1-(2-methoxybenzyl)-5-(trifluoromethyl)-2-(4-(trifluoromethyl)phenyl)-1H-imidazole COC1=C(CN2C(=NC=C2C(F)(F)F)C2=CC=C(C=C2)C(F)(F)F)C=CC=C1